(3R,6S)-6-methyl-1-(2-(4-(pyrazin-2-yl)phenyl)acetyl)piperidine-3-carboxylic acid C[C@H]1CC[C@H](CN1C(CC1=CC=C(C=C1)C1=NC=CN=C1)=O)C(=O)O